N-octadecanoyl-phytosphingosine C(CCCCCCCCCCCCCCCCC)(=O)N[C@@H](CO)[C@H](O)[C@H](O)CCCCCCCCCCCCCC